CC1=C(C(=O)NC=CC2=CC=CC=C2)C=CC=C1 methyl-N-(styryl)benzamide